COC(C=1C/C(/N=CC1)=N/O)=O (Z)-2-(N'-hydroxyimino)isonicotinic acid methyl ester